Dineopentyl 2-(2-methylbutyl)succinate CC(CC(C(=O)OCC(C)(C)C)CC(=O)OCC(C)(C)C)CC